NC1=CC=C(OCCN2CC(N(CC2)C)=O)C=C1 4-(2-(4-aminophenoxy)ethyl)-1-methylpiperazin-2-one